P(=O)(O)([O-])[O-].[Mg+2] Magnesium hydrogenphosphat